tert-butyl ((1r,3r)-3-((5-(imidazo[1,2-a]pyrimidin-6-yl)-4-methoxypyrrolo[2,1-f][1,2,4]triazin-2-yl)amino)-1-methylcyclobutyl)carbamate N=1C=CN2C1N=CC(=C2)C=2C=CN1N=C(N=C(C12)OC)NC1CC(C1)(C)NC(OC(C)(C)C)=O